C(C)C1=C(C(=CC(=C1)C)C(C)(C)CC)O 2-ethyl-4-methyl-6-(tert-amyl)phenol